IC1=CC=C(C=C1)CCC(=O)N(C)OC 3-(4-Iodo-phenyl)-N-methoxy-N-methyl-propanamide